ClC=1C=C(OC2C(C(C2(C)C)NC(=O)C=2N=NC(=CC2)N2CCN(CC2)CC=2C=C3C(N(C(C3=CC2)=O)C2C(NC(CC2)=O)=O)=O)(C)C)C=CC1C#N N-((1r,3r)-3-(3-chloro-4-cyanophenoxy)-2,2,4,4-tetramethylcyclobutyl)-6-(4-((2-(2,6-dioxopiperidin-3-yl)-1,3-dioxoisoindolin-5-yl)methyl)piperazin-1-yl)pyridazine-3-carboxamide